2-(3-(4-dimethylaminobutane-2-Enoylamino)-4-dimethylaminophenylamino)-4-(benzothien-3-yl)pyrazolo[1,5-a][1,3,5]Triazine CN(CC=CC(=O)NC=1C=C(C=CC1N(C)C)NC1=NC=2N(C(=N1)C1=CSC3=C1C=CC=C3)N=CC2)C